C1(CC=CC=2C(C3=CC=CC=C3C(C12)=O)=O)=[Se] anthraquinoneselon